2-chloro-4-(1-fluoroethyl)-phenylacetic acid ClC1=C(C=CC(=C1)C(C)F)CC(=O)O